CCCCCCCC(CCCCCCCCCC)OC(CCCCCCC)CCCCCCCCCC 8-octadecyl ether